C1CCC(CC1)NS(=O)(=O)O The molecule is a member of the class of sulfamic acids that is sulfamic acid carrying an N-cyclohexyl substituent. It has a role as a human xenobiotic metabolite and an environmental contaminant. It derives from a sulfamic acid. It is a conjugate acid of a cyclohexylsulfamate.